ClC1=CC=C(C=C1)C=1C=C(C(N(N1)C=1C=NN(C1)C)=O)C(=O)N[C@@H](C(F)(F)F)CO |r| 6-(4-Chlorophenyl)-2-(1-methyl-1H-pyrazol-4-yl)-3-oxo-N-[(2RS)-1,1,1-trifluoro-3-hydroxypropan-2-yl]-2,3-dihydropyridazine-4-carboxamide